N-(4-methoxyphenyl)-3-(tetrahydrofuran-2-yl)propanamide COC1=CC=C(C=C1)NC(CCC1OCCC1)=O